ClC=1C(=NC=C(C1)C1CC1)OC 3-chloro-5-cyclopropyl-2-methoxypyridine